heptabromofluoropropane BrC(C(C(F)(Br)Br)(Br)Br)(Br)Br